The molecule is an eunicellin diterpenoid isolated from the soft coral Klyxum molle. It has a role as an anti-inflammatory agent and a coral metabolite. It is an acetate ester, an epoxide, a eunicellin diterpenoid, a macrocycle, an oxacycle and a formate ester. CC(C)[C@@H]1[C@@H]2[C@@H]([C@H]3C[C@]([C@H](CC[C@@]([C@@H]2O3)(C)OC(=O)C)OC=O)(C)O)[C@]4(CO4)[C@H]([C@H]1OC(=O)C)OC(=O)C